C1(CCCCC1)(C1=CC=C(N(C2=CC=C(C=C2)C)C2=CC=C(C=C2)C)C=C1)C1=CC=C(N(C2=CC=C(C=C2)C)C2=CC=C(C=C2)C)C=C1 4,4'-cyclohexylidenebis[N,N-bis(4-tolyl)aniline]